COC(C#CCC\C=C/CC)OC (6Z)-1,1-dimethoxy-6-nonen-2-yne